ClC1=NC=2N[C@H](C(N(C2C=N1)CC)=O)C (7S)-2-chloro-5-ethyl-7-methyl-7,8-dihydropteridin-6(5H)-one